CC1(OCC(O1)CN1N=CC(=C1)C(=O)OCC)C ethyl 1-((2,2-dimethyl-1,3-dioxolan-4-yl) methyl)-1H-pyrazole-4-carboxylate